ClC1=CC(=C(C=C1)C1(OC2=C(O1)C=CC=C2C2CCN(CC2)CC2=NC1=C(N2CCC(=O)N(C)C)C=C(C=C1)C(=O)O)C)F 2-({4-[2-(4-chloro-2-fluorophenyl)-2-methyl-1,3-benzodioxol-4-yl]piperidin-1-yl}methyl)-1-[3-(dimethylamino)-3-oxopropyl]-1H-benzimidazole-6-carboxylic acid